ethyl (Z)-3-(3-(benzyloxy)-2-chlorophenyl)-5-(1-(dimethylamino)-4,4,4-trifluoro-3-oxobut-1-en-2-yl)isoxazole-4-carboxylate C(C1=CC=CC=C1)OC=1C(=C(C=CC1)C1=NOC(=C1C(=O)OCC)/C(=C/N(C)C)/C(C(F)(F)F)=O)Cl